(R)-1-((5,6-dimethyl-6H-pyrido[4,3-b]carbazol-9-yl)oxy)propan-2-amine CC1=C2C(=CC=3C=4C=C(C=CC4N(C13)C)OC[C@@H](C)N)C=NC=C2